(S)-N-(1-Phenylethyl)-6-(4-((1,2,3,4-tetrahydroisochinolin-7-yl)oxy)-1H-pyrrolo[2,3-b]pyridin-3-yl)pyrimidin-4-amin C1(=CC=CC=C1)[C@H](C)NC1=NC=NC(=C1)C1=CNC2=NC=CC(=C21)OC2=CC=C1CCNCC1=C2